O1C=CC=2C(=NC=CC21)C2=CC=C(C(=O)N[C@@H]1CC[C@H](CC1)OC)C=C2 4-(furo[3,2-c]pyridin-4-yl)-N-(trans-4-methoxycyclohexyl)benzamide